N1(CCCC1)CCCC(=O)OCC(CCCCCC\C=C/C\C=C/CCCCCCCC(=O)[O-])CCCCCC\C=C/C\C=C/CCCCCCCC(=O)[O-] (9Z,9'Z,12Z,12'Z)-2-(((4-(pyrrolidin-1-yl)butanoyl)oxy)methyl)propane-1,3-diylbis(octadeca-9,12-dienoate)